C(C)(C)NC(=O)C1=NN2C(CN(CCC2)C(=O)OC(C)(C)C)=C1C tert-butyl 2-(isopropylcarbamoyl)-3-methyl-7,8-dihydro-4H-pyrazolo[1,5-a][1,4]diazepine-5(6H)-carboxylate